2-[3-(piperazin-1-yl)-1,2,4-triazin-6-yl]-5-(1H-pyrazol-4-yl)phenol dihydrochloride Cl.Cl.N1(CCNCC1)C=1N=NC(=CN1)C1=C(C=C(C=C1)C=1C=NNC1)O